2,3-dihydro-1H-pyrrolo[1,2]benzimidazole N1NCC2=C1C1=C(C=C2)NC=C1